O=C1NC(CCC1N1C(C2=CC=CC(=C2C1)CCCCCC=1C(=NC=CC1)C(=O)N)=O)=O (5-(2-(2,6-dioxopiperidin-3-yl)-1-oxoisoindolin-4-yl)pentyl)picolinamide